ClC1=C(OCC(=O)SNC(=O)N)C=CC(=C1)Cl 2,4-dichlorophenoxyacetyl-(thio)urea